methyl 4-nitro-1-(tetrahydro-2H-pyran-2-yl)-1H-pyrazole-5-carboxylate [N+](=O)([O-])C=1C=NN(C1C(=O)OC)C1OCCCC1